C(#N)C1=CC(=C(COC2=CC=CC(=N2)OC2=CC(=C(C=C2F)CC(=O)NC2=C(C=C(C(=O)OC)C=C2NC[C@H]2OCC2)F)F)C=C1)F methyl (S)-4-(2-(4-((6-((4-cyano-2-fluorobenzyl)oxy)pyridin-2-yl)oxy)-2,5-difluorophenyl)acetamido)-3-fluoro-5-((oxetan-2-ylmethyl)amino)benzoate